OC1CC(C1)NCC(O)C=1C=NC=CC1 α-[[(3-Hydroxycyclobutyl)amino]methyl]-3-pyridinemethanol